OC1=NN2C(C=NC=C2)=C1C(=O)N(C(OC(C)(C)C)=O)C1=C(C(=C(C(=C1F)F)C1=CC=CC=C1)F)F Tert-butyl (2-hydroxypyrazolo[1,5-a]pyrazine-3-carbonyl)(2,3,5,6-tetrafluoro-[1,1'-biphenyl]-4-yl)carbamate